6-Fluoro-5-(4-fluoro-3-iodophenoxy)-4-((methylsulfonyl)methyl)-1H-indole FC1=C(C(=C2C=CNC2=C1)CS(=O)(=O)C)OC1=CC(=C(C=C1)F)I